C(C1=CC=CC=C1)N1CCC(CC1)NC(CCC(=O)NNC1=NC=C(C=C1)Br)=O N-(1-benzylpiperidin-4-yl)-4-(2-(5-bromopyridin-2-yl)hydrazinyl)-4-oxobutanamide